BrC=1C=C(C=CC1)N1N=C(C=2CCCCC12)C(F)(F)F 1-(3-bromophenyl)-3-(trifluoromethyl)-4,5,6,7-tetrahydroindazol